3,3'-thiodipropyl alcohol S(CCCO)CCCO